D-6-deoxy-Talose O=C[C@@H](O)[C@@H](O)[C@@H](O)[C@H](O)C